rac-(1r,2r)-2-formyl-1-methylcyclopropane-1-carboxylic acid ethyl ester C(C)OC(=O)[C@]1([C@@H](C1)C=O)C |r|